C(CCCCCCC\C=C/CCCCCCCC)(=O)C1=CC=C(C=C1)C(C)=O p-oleoyl-acetophenone